C(C)OC1=CC=C(C=C1)N1CCN(CC1)C(C1=CC(=CC=C1)NC1=CC=NC2=CC(=CC=C12)C(F)(F)F)=O 1-(4-ethoxyphenyl)-4-{3-[(7-trifluoromethylquinolin-4-yl)amino]benzoyl}piperazine